methyl 5-iodo-3-methylpicolinate IC=1C=C(C(=NC1)C(=O)OC)C